4-methyl-N-(3-methylbut-3-en-1-yl)-N-(pyridin-3-yl)benzenesulfonamide CC1=CC=C(C=C1)S(=O)(=O)N(C=1C=NC=CC1)CCC(=C)C